(2S,4S)-4-[(6-bromo-2-pyridyl)oxy]pyrrolidine-1,2-dicarboxylic acid O1-benzyl ester O2-methyl ester COC(=O)[C@H]1N(C[C@H](C1)OC1=NC(=CC=C1)Br)C(=O)OCC1=CC=CC=C1